S1CC(NC12CCCCC2)=O 1-thia-4-azaspiro[4.5]decan-3-one